NCC1=C(C=C(N)C=C1)Cl 4-(aminomethyl)-3-chloroaniline